COC(C1=C(C=CC(=C1)C1=C[C@@H](OC2=CC=CC=C12)CN([C@H](C)C1=CC=CC2=CC=CC=C12)C(=O)OC(C)(C)C)C)=O.N1(CCOCC1)C1=CC=C(C=C1)CC(=O)N 2-(4-morpholinylphenyl)acetamide methyl-5-((R)-2-(((tert-butoxycarbonyl)((R)-1-(naphthalen-1-yl)ethyl)amino)methyl)-2H-chromen-4-yl)-2-methylbenzoate